methyl 3-[1-methyl-2-(3,3-dimethylbutan-2-ylidene)hydrazinyl]prop-2-enoate CN(N=C(C)C(C)(C)C)C=CC(=O)OC